COCCOC1=CC(=C(C#N)C=C1OCCOC)[N+](=O)[O-] 4,5-bis(2-methoxyethoxy)-2-nitrobenzonitrile